2-bromo-4-fluoro-1-methylbenzene BrC1=C(C=CC(=C1)F)C